3-bromo-1-(methyl-d3)-1H-indazol-7-amine BrC1=NN(C2=C(C=CC=C12)N)C([2H])([2H])[2H]